(S)-N-(6-chloro-5-((2-oxo-4-(trifluoromethyl)imidazolidin-1-yl)methyl)pyridazin-3-yl)pivalamide Tert-butyl-(3R,4S)-4-hydroxy-3-methyl-piperidine-1-carboxylate C(C)(C)(C)OC(=O)N1C[C@H]([C@H](CC1)O)C.ClC1=C(C=C(N=N1)NC(C(C)(C)C)=O)CN1C(N[C@@H](C1)C(F)(F)F)=O